NC1=CC(=NC=N1)N1N=CN=C1[C@H](C)N(C1=NC=NC2=C(C=C(C=C12)Cl)C(F)(F)F)C N-[(1S)-1-[2-(6-aminopyrimidin-4-yl)-1,2,4-triazol-3-yl]ethyl]-6-chloro-N-methyl-8-(trifluoromethyl)quinazolin-4-amine